6-(4-(4-fluorophenyl)-1-methyl-1H-imidazol-5-yl)-3-(4-methylpiperazin-1-yl)quinoline FC1=CC=C(C=C1)C=1N=CN(C1C=1C=C2C=C(C=NC2=CC1)N1CCN(CC1)C)C